ClC=1C=CC(=NC1)COC1=CC=CC(=N1)N1CCN(CC1)CC1=NC2=C(N1C[C@H]1OCC1)C=C(C=C2)C(=O)O (S)-2-((4-(6-((5-chloropyridin-2-yl)methoxy)pyridin-2-yl)piperazin-1-yl)methyl)(oxetane-2-ylmethyl)-1H-benzo[d]imidazole-6-carboxylic acid